4-(1-((benzyloxy)carbonyl) Pyrrolidin-3-yl)-7-((tert-butoxycarbonyl)amino)-3,4-dihydro-2H-benzo[b][1,4]oxazine-6-carboxylate C(C1=CC=CC=C1)OC(=O)N1CC(CC1)N1C2=C(OCC1)C=C(C(=C2)C(=O)[O-])NC(=O)OC(C)(C)C